(S)-2-(2-fluoro-4-(trifluoromethyl)phenyl)-1-(4-((5R,7R)-7-hydroxy-5-methyl-6,7-dihydro-5H-cyclopenta[d]pyrimidin-4-yl)piperazin-1-yl)-3-(isopropylamino)propan-1-one FC1=C(C=CC(=C1)C(F)(F)F)[C@H](C(=O)N1CCN(CC1)C=1C2=C(N=CN1)[C@@H](C[C@H]2C)O)CNC(C)C